4-((1R,5S)-3,8-diazabicyclo[3.2.1]octan-3-yl)-8-fluoro-N-(7-methyl-1H-indazol-3-yl)-2-(((S)-1-methylpyrrolidin-2-yl)methoxy)quinazolin-7-amine [C@H]12CN(C[C@H](CC1)N2)C2=NC(=NC1=C(C(=CC=C21)NC2=NNC1=C(C=CC=C21)C)F)OC[C@H]2N(CCC2)C